ICC(=O)NCC#C 2-iodo-N-(prop-2-yn-1-yl)acetamide